N-(2-hydroxyethyl)-N,N-dipentyl-pentylammonium bicarbonate C([O-])(O)=O.OCC[N+](CCCCC)(CCCCC)CCCCC